2-phenyl-2-isopropyl-1,3-dimethoxypropane C1(=CC=CC=C1)C(COC)(COC)C(C)C